FC=1C=C(C=C(C1)C(F)(F)F)C1=CC(=C2C(=N1)N=C(N2)C=2N=CC(=NC2)N2CCC(CC2)NCCC(=O)[O-])N(C)CC2(CCC2)COC 3-{[1-(5-{5-[3-fluoro-5-(trifluoromethyl)phenyl]-7-[{[1-(methoxymethyl)cyclobutyl]methyl}(methyl)amino]-1H-imidazo[4,5-b]pyridin-2-yl}pyrazin-2-yl)piperidin-4-yl]amino}propanoate